C1(C=CC=C1)[Ti]C=C(C=C(C)C)C cyclopentadienyl-2,4-dimethylpentadienyl-titanium